(S)-1-(5-(1-(difluoromethyl)-1H-pyrazol-4-yl)-2-((2-(2-fluoro-6-methoxyphenyl)pyrimidin-4-yl)amino)pyridin-4-yl)piperidin-3-ol FC(N1N=CC(=C1)C=1C(=CC(=NC1)NC1=NC(=NC=C1)C1=C(C=CC=C1OC)F)N1C[C@H](CCC1)O)F